ClC=1C(=NC2=CC(=C(N=C2C1C(CCC1=C(C#N)C=CC(=C1)F)N)C=1C=NC(=CC1)P(=O)(C)C)F)C {3-chloro-6-[6-(dimethylphosphoryl)pyridin-3-yl]-7-fluoro-2-methyl-1,5-naphthyridin-4-yl-(amino)propyl}-4-fluorobenzonitrile